[Pd].C1(=CC=CC=C1)C=1C(=C2C(=C3C(=C(C(=C(C3=CC2=CC1)[2H])[2H])[2H])[2H])[2H])C1=C(C=CC2=CC=CC=C12)C1=CSC=2C1=CC=C1C2C=CC2=CC=CC=C21 Phenyl[(naphthobenzothiophenyl)naphthyl]anthracene-d5 palladium